1-benzyl 2-methyl (2S,3S)-3-allyl-3-methyl-4-(((trifluoromethyl)sulfonyl)oxy)-2,3-dihydro-1H-pyrrole-1,2-dicarboxylate C(C=C)[C@]1([C@H](N(C=C1OS(=O)(=O)C(F)(F)F)C(=O)OCC1=CC=CC=C1)C(=O)OC)C